CN1N=NC(=C1C=1C=C2C(=NC1)C1=C(N2C(C2CCOCC2)C2=CC=CC=C2)C=CO1)C 6-(1,4-dimethyl-1H-1,2,3-triazol-5-yl)-4-(phenyl-(tetrahydro-2H-pyran-4-yl)methyl)-4H-furo[2',3':4,5]pyrrolo[3,2-b]pyridine